8-(5-(((5-fluoro-2,3-dihydrobenzofuran-4-yl)methyl)amino)-[1,2,4]triazolo[4,3-c]pyrimidin-8-yl)-N,N-dimethylimidazo[1,2-a]pyridine-5-carboxamide FC=1C=CC2=C(CCO2)C1CNC1=NC=C(C=2N1C=NN2)C=2C=1N(C(=CC2)C(=O)N(C)C)C=CN1